NC1=C(C=CC=C1C(=O)O)C 2-aminom-toluic acid